NC1CCN(C2(CC2)C1)C(=O)NC=1C(=NNC1)C1=CC2=C(C=N1)C=NN2CC(C)C 7-Amino-N-[3-[1-(2-methylpropyl)pyrazolo[4,3-c]pyridin-6-yl]-1H-pyrazol-4-yl]-4-azaspiro[2.5]octane-4-carboxamide